C(#N)C=1C=C(COC2=C(CNCCNC(C)=O)C=CC(=C2)NCC=2C(=C(C=CC2)C2=CC=CC=C2)C)C=CC1 N-(2-((2-((3-cyanobenzyl)oxy)-4-(((2-methyl-[1,1'-biphenyl]-3-yl)methyl)aminyl)benzyl)amino)ethyl)acetamide